isothiazolo[4,3-c]quinolin-4(5H)-one N=1SC=C2C(NC=3C=CC=CC3C21)=O